((1-(5,6-diphenylpyrazin-2-yl) piperidin-4-yl) methyl) carbamate C(N)(OCC1CCN(CC1)C1=NC(=C(N=C1)C1=CC=CC=C1)C1=CC=CC=C1)=O